CN(CCN(C1=CC(=C(C=C1[N+](=O)[O-])NC1=NC=C(C(=N1)N1CC(C2=NC(=CC=C21)C)(C)C)C(=O)OC(C)C)OC)CC2=CC=C(C=C2)OC)C isopropyl 2-((4-((2-(dimethylamino)ethyl)(4-methoxybenzyl)amino)-2-methoxy-5-nitrophenyl)amino)-4-(3,3,5-trimethyl-2,3-dihydro-1H-pyrrolo[3,2-b]pyridin-1-yl)pyrimidine-5-carboxylate